tert-Butyl 4-[4-[[2-[[tert-butyl(dimethyl)silyl]oxymethyl]-6-[(4-methylthieno[3,2-b]pyrrole-5-carbonyl)amino]phenyl]methoxy]phenoxy]piperidine-1-carboxylate [Si](C)(C)(C(C)(C)C)OCC1=C(C(=CC=C1)NC(=O)C1=CC2=C(N1C)C=CS2)COC2=CC=C(OC1CCN(CC1)C(=O)OC(C)(C)C)C=C2